C1(CC1)C1(CCN(CC1)C1=C(C=C(C=C1)C(F)(F)F)NS(=O)(=O)C=1C=C(C(=O)O)C=CC1OC)O 3-(N-(2-(4-cyclopropyl-4-hydroxypiperidin-1-yl)-5-(trifluoromethyl)phenyl)sulfamoyl)-4-methoxybenzoic acid